C(C)OC(/C(/C(C(F)F)=O)=C/OCC)=O (E)-2-(ethoxymethylene)-4,4-difluoro-3-oxo-butyric acid ethyl ester